C(C(C)C)C1=CC(=C(S1)S(=O)(=O)NC(NCCC(F)(F)F)=O)C=1C=NC(=NC1)CN1C(=NC=C1)C 3-(5-isobutyl-3-{2-[(2-methyl-1H-imidazol-1-yl)methyl]-5-pyrimidinyl}-2-thienylsulfonyl)-1-(3,3,3-trifluoropropyl)urea